COC1=CC=C(N=N1)[C@@H](CC(=O)O)N1N=CC=C1CCCC1=NC=2NCCCC2C=C1 |r| (±)-3-(6-methoxypyridazin-3-yl)-3-(5-(3-(5,6,7,8-tetrahydro-1,8-naphthyridin-2-yl)propyl)-1H-pyrazol-1-yl)propionic acid